pyrrolidine-2-one N1C(CCC1)=O